O(C1=CC=CC=C1)P1(OCC2(CO1)COP(OC2)(OC2=CC=CC=C2)=O)=O 3,9-diphenoxy-2,4,8,10-tetraoxa-3,9-diphosphaspiro[5.5]undecane 3,9-dioxide